NC(CNC(=O)C1=NC(=CN=C1)C=1NC2=CC=C(C=C2C1)OCC1=CC=CC=C1)(C)C N-(2-amino-2-methylpropyl)-6-(5-(benzyloxy)-1H-indol-2-yl)pyrazine-2-carboxamide